FC(C=1OC(=NN1)C1=CC(=CC(=C1)F)C=1N(C=CN1)CC=1SC(=C(N1)C)C)F 2-(difluoromethyl)-5-(3-{1-[(4,5-dimethyl-1,3-thiazol-2-yl)methyl]-1H-imidazol-2-yl}-5-fluorophenyl)-1,3,4-oxadiazole